FC=1C=C(C#N)C=CC1C1=NC=CC(=N1)CO 3-fluoro-4-(4-(hydroxymethyl)pyrimidin-2-yl)benzonitrile